(S)-6-cyclopropyl-5-methyl-N-(3-(1-(1-methyl-1H-imidazol-2-yl)propan-2-yl)phenyl)picolinamide C1(CC1)C1=C(C=CC(=N1)C(=O)NC1=CC(=CC=C1)[C@H](CC=1N(C=CN1)C)C)C